C(C)(CC)C(=O)C(C)CC di(sec-butyl) ketone